2-[2-(aminomethyl)-3,3-difluoro-allyl]-4-[[5-[1-(cyclopropylmethyl)pyrazol-4-yl]-2-thienyl]methyl]-1,2,4-triazol-3-one NCC(CN1N=CN(C1=O)CC=1SC(=CC1)C=1C=NN(C1)CC1CC1)=C(F)F